N-(1-(6-chloropyridin-3-yl)cyclopropyl)-3-(difluoromethyl)-1-methyl-1H-pyrazole-5-carboxamide ClC1=CC=C(C=N1)C1(CC1)NC(=O)C1=CC(=NN1C)C(F)F